1-[3-(4-Fluoro-phenyl)adamantan-1-yl]-ethanone FC1=CC=C(C=C1)C12CC3(CC(CC(C1)C3)C2)C(C)=O